N-[1-[4-[(5-chloro-6-phenoxy-3-pyridyl)amino]pyrido[3,2-d]pyrimidin-6-yl]azetidin-3-yl]prop-2-enamide ClC=1C=C(C=NC1OC1=CC=CC=C1)NC=1C2=C(N=CN1)C=CC(=N2)N2CC(C2)NC(C=C)=O